(2R)-N-methyl-4-[4-[[4-[[2-(6-methyl-2-pyridyl)pyrimidin-4-yl]amino]pyrimidin-2-yl]amino]phenyl]piperazine-2-carboxamide CNC(=O)[C@@H]1NCCN(C1)C1=CC=C(C=C1)NC1=NC=CC(=N1)NC1=NC(=NC=C1)C1=NC(=CC=C1)C